1-(7-bromo-2-methylbenzofuran-3-yl)N-(4-methoxybenzyl)-N-methyl-methylamine BrC1=CC=CC=2C(=C(OC21)C)CN(C)CC2=CC=C(C=C2)OC